O.CC1=CC=C(C=C1)S(=O)(=O)O 4-toluenesulfonic acid monohydrate